[[2-[(2S,5R)-5-methyl-2-[(2S)-2-methyl-2,3-dihydrobenzofuran-5-yl]-1-piperidyl]-2-oxo-acetyl]amino]pyridine-3-carboxamide C[C@@H]1CC[C@H](N(C1)C(C(=O)NC1=NC=CC=C1C(=O)N)=O)C=1C=CC2=C(C[C@@H](O2)C)C1